C(#N)[C@H](C)NC(C1=C(C=C(C=C1)C1=NC(=NC=C1C(F)F)NC=1C=NN(C1)C1CC1)F)=O (S)-N-(1-cyanoethyl)-4-(2-((1-cyclopropyl-1H-pyrazol-4-yl)amino)-5-(difluoromethyl)pyrimidin-4-yl)-2-fluorobenzamide